(S)-N-(3-(6-acrylamidopyridin-2-yl)prop-2-yn-1-yl)-5-(3-cyano-6-methyl-4-(trifluoromethyl)pyridin-2-yl)-N-(4-fluorophenyl)-5-azaspiro[2.4]heptane-6-carboxamide C(C=C)(=O)NC1=CC=CC(=N1)C#CCN(C(=O)[C@H]1N(CC2(CC2)C1)C1=NC(=CC(=C1C#N)C(F)(F)F)C)C1=CC=C(C=C1)F